OCC1=NNC=N1 3-(hydroxymethyl)-1H-1,2,4-triazol